(4S)-4,6-difluoro-1-methyl-4,9-dihydro-3H-pyrido[3,4-b]indole F[C@@H]1CN=C(C=2NC3=CC=C(C=C3C21)F)C